N-(2,3-dihydro-1,4-benzoxazin-4-yl)-4-morpholino-8-pyrimidin-5-yl-quinoline-3-carboxamide O1CCN(C2=C1C=CC=C2)NC(=O)C=2C=NC1=C(C=CC=C1C2N2CCOCC2)C=2C=NC=NC2